C(C)(C)(C)OC(=O)N1C[C@@H](CC1)OC=1C=NC(=CC1)C(NC)=O (3R)-3-{[6-(methylcarbamoyl)pyridin-3-yl]oxy}pyrrolidine-1-carboxylic acid tert-butyl ester